(3S,3aS,6aR)-2-[(2S)-2-(2,2-difluoropropanoylamino)-3,3-dimethyl-butanoyl]-3,3a,4,5,6,6a-hexahydro-1H-cyclopenta[c]pyrrole-3-carboxylic acid FC(C(=O)N[C@H](C(=O)N1C[C@H]2[C@@H]([C@H]1C(=O)O)CCC2)C(C)(C)C)(C)F